4-(3-(4-(2-(2,6-dioxopiperidin-3-yl)-1-oxoisoindolin-5-yl)piperidin-1-yl)propyl)piperazin O=C1NC(CCC1N1C(C2=CC=C(C=C2C1)C1CCN(CC1)CCCN1CCNCC1)=O)=O